C(C)C1=C(C=CC(=C1)F)NC1=C(C(=O)O)C=C(C=N1)C(F)(F)F 2-((2-ethyl-4-fluorophenyl)-amino)-5-(trifluoromethyl)-nicotinic acid